(R)-5-(3-methylmorpholino)-7-(2-(methylsulfonyl)propan-2-yl)-3-(1H-pyrazol-5-yl)isoxazolo[4,5-b]pyridine C[C@@H]1COCCN1C1=CC(=C2C(=N1)C(=NO2)C2=CC=NN2)C(C)(C)S(=O)(=O)C